BrC=1C=C(C2=CC=C(C=C2C1)Br)Cl 3,6-dibromo-1-chloronaphthalene